9-(2-bromoethyl)-4-methoxy-9H-carbazole BrCCN1C2=CC=CC=C2C=2C(=CC=CC12)OC